(R)-4-(3-(1-acetyl-4-acryloylpiperazin-2-yl)-5-chlorophenyl)-6-fluoro-N-methylpicolinamide C(C)(=O)N1[C@@H](CN(CC1)C(C=C)=O)C=1C=C(C=C(C1)Cl)C1=CC(=NC(=C1)F)C(=O)NC